C(C)(C)[C@@H]1N=C(OC1)C1=NC(=CC=C1)C=1OC[C@@H](N1)C(C)C (4S)-4-isopropyl-2-[6-[(4S)-4-isopropyl-4,5-dihydrooxazol-2-yl]-2-pyridyl]-4,5-dihydrooxazole